N-(3-(4-chlorobenzyl)-1,2,4-thiadiazol-5-yl)-N'-(2-fluorobenzyl)spiro[3.3]heptane-2,6-diamine ClC1=CC=C(CC2=NSC(=N2)NC2CC3(C2)CC(C3)NCC3=C(C=CC=C3)F)C=C1